FC1=C(CN2C(C3=C(C(=C2)C(=O)N[C@@H]2[C@H](CCC2)O)N=CN3C)=O)C=CC(=C1)C1=NN(C=C1)C 5-(2-fluoro-4-(1-methyl-1H-pyrazol-3-yl)benzyl)-N-((1S,2S)-2-hydroxycyclopentyl)-3-methyl-4-oxo-4,5-dihydro-3H-imidazo[4,5-c]pyridine-7-carboxamide